COC1=C2N(C(NC2=NC=N1)=O)CC#C 6-methoxy-7-(prop-2-yn-1-yl)-7,9-dihydro-8H-purin-8-one